N-methyl-N-(2-(naphthalen-1-yl)ethyl)propan-2-amine CN(C(C)C)CCC1=CC=CC2=CC=CC=C12